1-(5-chloro-6-fluoropyridin-3-yl)-3-cyclopropyl-7-(2-(3-fluoro-3-methylazetidin-1-yl)-2-oxoethyl)imidazo[1,5-a]pyrazin-8(7H)-one ClC=1C=C(C=NC1F)C=1N=C(N2C1C(N(C=C2)CC(=O)N2CC(C2)(C)F)=O)C2CC2